[N+](=O)([O-])C1=CC=C(OC=2C=C(C(=O)O)C=C(C2)OC2=CC=C(C=C2)[N+](=O)[O-])C=C1 3,5-di(4-nitrophenoxy)benzoic acid